4-benzyl 3-(tert-butyl) (4S,5S)-5-methyl-1,2,3-oxathiazolidine-3,4-dicarboxylate 2,2-dioxide C[C@H]1[C@H](N(S(O1)(=O)=O)C(=O)OC(C)(C)C)C(=O)OCC1=CC=CC=C1